benzyl 4-[[[(3R)-3-(tert-butoxycarbonylamino)-5-[(4-chlorophenyl)methyl]-4-oxo-2,3-dihydro-1λ4,5-benzothiazepine-7-carbonyl]amino]carbamoyl]-4-methyl-piperidine-1-carboxylate C(C)(C)(C)OC(=O)N[C@H]1C[SH2]C2=C(N(C1=O)CC1=CC=C(C=C1)Cl)C=C(C=C2)C(=O)NNC(=O)C2(CCN(CC2)C(=O)OCC2=CC=CC=C2)C